4-(2-guanidinoethyl)benzoic acid N(C(=N)N)CCC1=CC=C(C(=O)O)C=C1